(4-bromo-2,6-bis(trifluoromethyl)phenyl)methanol BrC1=CC(=C(C(=C1)C(F)(F)F)CO)C(F)(F)F